N-(3-((6-fluoroquinolin-4-yl)amino)phenyl)-3-(pyridin-4-ylamino)benzamide FC=1C=C2C(=CC=NC2=CC1)NC=1C=C(C=CC1)NC(C1=CC(=CC=C1)NC1=CC=NC=C1)=O